Bis-(hydroxyphenyl)ether OC1=C(C=CC=C1)OC1=C(C=CC=C1)O